N-((S)-1-(2-((S)-amino(4,4-difluorocyclohexyl)methyl)-1H-benzo[d]imidazol-6-yl)ethyl)-4,4,4-trifluorobutanamide N[C@H](C1=NC2=C(N1)C=C(C=C2)[C@H](C)NC(CCC(F)(F)F)=O)C2CCC(CC2)(F)F